C1(CC1)[C@]1(C(N(C[C@H]1C)C1=C2C(=NC=C1)C=C(O2)C=2C=NN(C2)C)=O)C#N (3R,4S)-3-cyclopropyl-4-methyl-1-[2-(1-methylpyrazol-4-yl)furo[3,2-b]pyridin-7-yl]-2-oxopyrrolidine-3-carbonitrile